C(C)(C)(CC)O[Si](O)(OC(C)(C)CC)OC(C)(C)CC tri(tert-amyloxy)silanol